O(C1=CC=CC=C1)C=1C=C(CN2CCN(CC2)C(=O)N2N=C(C=C2)C(=O)N)C=CC1 1-(4-(3-phenoxybenzyl)piperazine-1-carbonyl)-1H-pyrazole-3-carboxamide